N[C@H]1CN(CCC1)C(=O)OCCCC butyl (3R)-3-aminopiperidine-1-carboxylate